5,6-Dihydroxyindole hydrobromide Br.OC=1C=C2C=CNC2=CC1O